C(C1=CC=CC=C1)C1(CN(CC1)S(=O)(=O)C=1C=NN(C1)CCOC)C=1C=C2C=NN(C2=CC1C)C=1C=CC(N(C1)C)=O 5-(5-(3-benzyl-1-((1-(2-methoxyethyl)-1H-pyrazol-4-yl)sulfonyl)pyrrolidin-3-yl)-6-methyl-1H-indazol-1-yl)-1-methylpyridin-2(1H)-one